CC1O[C@@]2(C=C1)C(=CC[C@@H]([C@H]2C)C)C |r| (5RS,9SR,10RS)-2,6,9,10-TETRAMETHYL-1-OXASPIRO[4.5]DECA-3,6-DIENE